diphenyl-(4-pyridinyl)methanol C1(=CC=CC=C1)C(O)(C1=CC=NC=C1)C1=CC=CC=C1